(2-(5-cyclopropyl-3-(3,5-dichloropyridin-4-yl)isoxazol-4-yl)-7-azaspiro[3.5]non-1-en-7-yl)-4-(trifluoromethyl)quinoline-2-carboxylic acid C1(CC1)C1=C(C(=NO1)C1=C(C=NC=C1Cl)Cl)C1=CC2(C1)CCN(CC2)C=2C(=NC1=CC=CC=C1C2C(F)(F)F)C(=O)O